4-(2-{[(4aS,7aR)-1-(cyclopropylmethyl)-octahydro-1H-cyclopenta[b]pyridin-4a-yl]methoxy}-8-fluoro-4-(1,4-oxazepan-4-yl)pyrido[4,3-d]pyrimidin-7-yl)-5-ethyl-6-fluoronaphthalen-2-ol C1(CC1)CN1[C@H]2[C@@](CCC1)(CCC2)COC=2N=C(C1=C(N2)C(=C(N=C1)C1=CC(=CC2=CC=C(C(=C12)CC)F)O)F)N1CCOCCC1